1-(((2S,5S)-5-(hydroxymethyl)-2-isopropyl-1-methyl-3-oxo-1,2,3,4,5,6-hexahydrobenzo[e][1,4]diazocin-9-yl)oxy)cyclopropane-1-carbonitrile OC[C@@H]1CC2=C(N([C@H](C(N1)=O)C(C)C)C)C=C(C=C2)OC2(CC2)C#N